4-(2-fluoro-6-methoxyphenyl)-2-(6-methyl-2-((S)-3-methylpiperazin-1-yl)pyrimidin-4-yl)-2,3-dihydro-1H-pyrrolo[3,4-c]pyridin-1-one FC1=C(C(=CC=C1)OC)C1=NC=CC2=C1CN(C2=O)C2=NC(=NC(=C2)C)N2C[C@@H](NCC2)C